C(=CCCCC)P(O)(=O)C=CCCCC bis(hexenyl)phosphinic acid